CC(C(=O)OC(C(F)(F)F)C(F)(F)F)(CN1N=C(C2=CC=CC=C12)C1=C(C=CC=C1)C)C 1,1,1,3,3,3-Hexafluoropropan-2-yl 2,2-dimethyl-3-(3-(o-tolyl)-1H-indazol-1-yl)propanoate